NC1=C(SC=2N=C(N=CC21)C)C(=O)NC2CC=1C(=CC(=NC1CC2)N2CC(C(C2)NC)OC)F 5-amino-N-{4-fluoro-2-[3-methoxy-4-(methylamino)pyrrolidin-1-yl]-5,6,7,8-tetrahydroquinolin-6-yl}-2-methylthieno[2,3-d]pyrimidine-6-carboxamide